NC(C(=O)O)CCC1=C(C=CC=C1)Cl 2-amino-4-(2-chlorophenyl)butanoic acid